iminothiolane hydrochloride Cl.N=C1SCCC1